ClC1=C(C=C2C(C(=CN(C2=N1)C1=NC=NS1)C(=O)OCC)=O)F ethyl 7-chloro-6-fluoro-4-oxo-1-(1,2,4-thiadiazol-5-yl)-1,4-dihydro-1,8-naphthyridine-3-carboxylate